methyl 6-(hydroxymethyl)-quinoline-4-carboxylate OCC=1C=C2C(=CC=NC2=CC1)C(=O)OC